C(CC)OC1=CC=C(C=O)C=C1 4-Propoxy-benzaldehyd